OC(=O)C(F)(F)F.N1(CCCC1)C=1C2=C(N=C(N1)N)CNC2 4-(pyrrolidin-1-yl)-6,7-dihydro-5H-pyrrolo[3,4-d]pyrimidin-2-amine TFA salt